FC1=CC(=CC2=C1N=C(S2)NC(=O)[C@@H]2CN(CCC2)CCN(C)C)F (S)-N-(4,6-difluorobenzo[d]thiazol-2-yl)-1-(2-(dimethylamino)ethyl)piperidine-3-carboxamide